Cl.CC1=NC(=CC(=C1)CN1N=C2C3=C(CCC2=C1)OC(=C3C)C(=O)O)C 2-[(2,6-dimethylpyridin-4-yl)methyl]-8-methyl-4,5-dihydro-2H-furo[2,3-g]indazole-7-carboxylic acid hydrogen chloride